FC(C(C(=O)O)C)F 3,3-difluoro-2-methylpropionic acid